F[P-](F)(F)(F)(F)F.[NH+]=1N[N+](=C2N=CC=CC21)[O-] triazolo[4,5-b]pyridinium-3-oxide hexafluorophosphate